COC=1C=C(C=NC1)CN(CCC1=CC=C(C=C1)NC(=O)C1=C(C=C(C(=O)OC)C=C1)NC(=O)C=1OC2=CC=CC=C2C(C1)=O)CC=1C=C2C=NN(C2=CC1)C Methyl 4-((4-(2-(((5-methoxypyridin-3-yl)methyl)((1-methyl-1H-indazol-5-yl)methyl)amino)ethyl)phenyl)carbamoyl)-3-(4-oxo-4H-chromene-2-carboxamido)benzoate